COC1=CC=C2C3=C(C=NC2=C1)C1=C(O3)C=CC(=C1)OC 3,8-dimethoxybenzofuro[3,2-c]quinoline